NC1=NN2C(N=C(C=C2)C=2C=C3CN(C(C3=C(C2)S(=O)(=O)CC2CC2)=O)[C@@H](C)C2CC2)=C1C(=O)NC1CC1 2-amino-N-cyclopropyl-5-{2-[(1S)-1-cyclopropylethyl]-7-cyclopropylmethylsulfonyl-1-oxo-2,3-dihydro-1H-isoindol-5-yl}pyrazolo[1,5-a]pyrimidine-3-carboxamide